4-((3R,11aR)-10-Acryloyl-4-fluoro-6-oxo-8,9,10,11,11a,12-hexahydro-6H-pyrazino[2',1':3,4][1,4]diazepino[6,7,1-hi]indazol-3-yl)-2-amino-7-fluorobenzo[b]thiophene-3-carbonitrile C(C=C)(=O)N1C[C@@H]2CN3N=CC4=C(C(=CC(=C34)C(N2CC1)=O)F)C1=CC=C(C=2SC(=C(C21)C#N)N)F